Methyl 4-Bromo-2-methoxybenzoate BrC1=CC(=C(C(=O)OC)C=C1)OC